COC=1C=CC(=NC1)NC1CN(C1)C1=CC(=C2C(C(=CN(C2=N1)C1=NC=NS1)C(=O)O)=O)C 7-[3-(5-methoxypyridin-2-ylamino)azetidin-1-yl]-5-methyl-4-oxo-1-(1,2,4-thiadiazol-5-yl)-1,4-dihydro-1,8-naphthyridine-3-carboxylic acid